propylureidotriethoxysilane C(CC)NC(N[Si](OCC)(OCC)OCC)=O